(1r,2s)-2-(methoxycarbonyl)-2-methylcyclohexane-1-carboxylic acid-5,5-d2 COC(=O)[C@@]1([C@@H](CC(CC1)([2H])[2H])C(=O)O)C